[K+].OC1CC(C1)(C(=O)[O-])C(=O)[O-].[K+] 3-hydroxycyclobutane-1,1-dicarboxylic acid potassium salt